racemic-1-(4-fluorophenyl)ethanol FC1=CC=C(C=C1)[C@@H](C)O |r|